ethyl 2-[2-[2-[2-[2-(2-methylsulfonyl-oxyethoxy)ethoxy]-ethoxy]ethoxy]-ethoxy]acetate CS(=O)(=O)OCCOCCOCCOCCOCCOCC(=O)OCC